2-((((9H-Fluoren-9-yl)methoxy)carbonyl)(methyl)amino)-4-(3-fluoro-4-methoxyphenyl)butanoic acid C1=CC=CC=2C3=CC=CC=C3C(C12)COC(=O)N(C(C(=O)O)CCC1=CC(=C(C=C1)OC)F)C